2-Ethyl 5-ethylpyrazolo[1,5-a]pyrimidine-3-carboxylate C(C)C1=NC=2N(C=C1)N=CC2C(=O)OCC